3-(2-Hydroxy-ethoxy)-6,6-dimethyl-8-((2R,3R)-2,3,4-trihydroxy-butoxy)-6H-benzo[b]naphtho[2,3-d]furan-11-one OCCOC=1C=CC2=C(OC3=C2C(C2=CC=C(C=C2C3(C)C)OC[C@H]([C@@H](CO)O)O)=O)C1